ClC1=C(C=C2C=C(N=CC2=C1)NC(=O)[C@H]1[C@@H](C1)C1=NN(C=C1)C)N1CCN(CC1)[C@]1(COC[C@H]1F)C (1R,2R)-N-[7-chloro-6-[4-((3S,4S)-4-fluoro-3-methyl-tetrahydrofuran-3-yl)piperazin-1-yl]-3-isoquinolyl]-2-(1-methylpyrazol-3-yl)cyclopropanecarboxamide